5-(4-fluorophenyl)-5-phenyl-2-isoxazoline-3-carboxylic acid ethyl ester C(C)OC(=O)C1=NOC(C1)(C1=CC=CC=C1)C1=CC=C(C=C1)F